NCC=1C=C(C=CC1)NC(OC(C)(C)C)=O tert-butyl (3-(aminomethyl)phenyl)carbamate